(5-(3-chlorophenyl)-7H-pyrrolo[2,3-d]pyrimidin-4-yl)-2-methylpropane-1,3-diamine ClC=1C=C(C=CC1)C1=CNC=2N=CN=C(C21)C(C(CN)C)N